3-Dichloroacetyl-2,2,5-trimethyl-1,3-oxazolidin ClC(C(=O)N1C(OC(C1)C)(C)C)Cl